tertbutyl (1R,3R,5S)-3-({6-[4-(2-methyl-1,3-thiazol-5-yl)-1,3-benzothiazol-7-yl] pyridazin-3-yl}oxy)-8-azabicyclo[3.2.1]octane-8-carboxylate CC=1SC(=CN1)C1=CC=C(C2=C1N=CS2)C2=CC=C(N=N2)OC2C[C@H]1CC[C@@H](C2)N1C(=O)OC(C)(C)C